C(C)(C)(C)C=1C=C(C=CC1OC)CC1=CC=C(C=C1)CCC(=O)O 3-{4-[(3-tert-butyl-4-methoxyphenyl)methyl]phenyl}propanoic acid